5-(2-furoyl)amino-3-(1-hexylpiperidin-4-yl)-1H-indole O1C(=CC=C1)C(=O)NC=1C=C2C(=CNC2=CC1)C1CCN(CC1)CCCCCC